benzyl (2S,4S)-2-((difluoromethoxy)methyl)-4-((5-(trifluoromethoxy)pyridin-2-yl)oxy)pyrrolidine-1-carboxylate FC(OC[C@H]1N(C[C@H](C1)OC1=NC=C(C=C1)OC(F)(F)F)C(=O)OCC1=CC=CC=C1)F